methyl 4-(azepan-1-yl)-6-(trifluoromethyl)pyridazine-3-carboxylate N1(CCCCCC1)C1=C(N=NC(=C1)C(F)(F)F)C(=O)OC